[N+](=O)([O-])OCCCCC(=O)OCCNC1CN(C1)S(=O)(=O)C1=CC(=C(C=C1)OCC)C=1NC(C2=C(N1)C(=NN2C)CCC)=O 2-((1-((4-ethoxy-3-(1-methyl-7-oxo-3-propyl-6,7-dihydro-1H-pyrazolo[4,3-d]pyrimidin-5-yl)phenyl)sulfonyl)azetidin-3-yl)amino)ethyl 5-(nitrooxy)pentanoate